N,N-dimethyl-methyl-ammonium C[NH+](C)C